4-((1S)-1-(2-(3-Benzylpyrrolidin-1-yl)-2-methylpropanamido)ethyl)benzoic acid, hydrochloride Cl.C(C1=CC=CC=C1)C1CN(CC1)C(C(=O)N[C@@H](C)C1=CC=C(C(=O)O)C=C1)(C)C